6-hydroxy-2-naphthalenecarboxylic acid OC=1C=C2C=CC(=CC2=CC1)C(=O)O